(2E)-but-2-enoic acid ethyl ester C(C)OC(\C=C\C)=O